C(CCCCC)C=1C=C2C(=CC(=NC2=CC1)CC1C(NC(S1)=O)=O)C1=CC=CC=C1 5-[(6-hexyl-4-phenylquinolin-2-yl)methyl]-1,3-thiazolidine-2,4-dione